(R)-N-[(1Z)-2-[(tert-butyldimethylsilyl)oxy]-1-(2-ethyl-3,6-dimethyl-4-oxo-3,4-dihydroquinazolin-8-yl)ethylidene]-2-methylpropane-2-sulfinamide [Si](C)(C)(C(C)(C)C)OC\C(\C=1C=C(C=C2C(N(C(=NC12)CC)C)=O)C)=N/[S@](=O)C(C)(C)C